FC1(C(C1)N1N=CC(=C1)NC(C1=CC(=C(C=C1)C)C#CC=1C=NC=CC1)=O)F N-[1-(2,2-difluorocyclopropyl)-1H-pyrazol-4-yl]-4-methyl-3-[2-(pyridin-3-yl)ethynyl]benzamide